CC1=CC=CC=2N(N=NC21)CN(CCO)CCO 2,2'-(((methyl-1H-benzotriazol-1-yl)methyl)imino)diethanol